(S)-3-ethylmorpholine hydrochloride Cl.C(C)[C@@H]1NCCOC1